N-vinyl-[1,1'-biphenyl]-4-carboxamide C(=C)NC(=O)C1=CC=C(C=C1)C1=CC=CC=C1